C(CCC)N1C(C2=CN=CC=C2C(=C1)C1=CC(=C(C=C1)O[C@@H]1[C@H](CNCC1)F)OC)=O 2-butyl-4-(4-(((3S,4S)-3-fluoropiperidin-4-yl)oxy)-3-methoxyphenyl)-2,7-naphthyridin-1(2H)-one